C(C)(C)(C)OC(=O)N[C@H](C(=O)N[C@H](C(=O)NC=1C=CC(=C(C(=O)OC)C1)I)C)C(C)C Methyl 5-((S)-2-((S)-2-((tert-butoxycarbonyl)amino)-3-methylbutanamido) propanamido)-2-iodobenzoate